1-[(3S)-3-[4-[3-Chloro-2-fluoro-4-(tetrahydrofuran-3-ylmethoxy)anilino]pyrido[3,2-d]pyrimidin-6-yl]oxypyrrolidin-1-yl]prop-2-en-1-one ClC=1C(=C(NC=2C3=C(N=CN2)C=CC(=N3)O[C@@H]3CN(CC3)C(C=C)=O)C=CC1OCC1COCC1)F